C[O-].C[O-].C[O-].CC1C(=CC=2CCCCC12)[Ti+3] 1-methyl-4,5,6,7-tetrahydroindenyl-titanium trimethoxide